OC(=O)C(F)(F)F.ClC=1C=C(C=CC1C#N)N(C1CCC(CC1)NC(=O)C=1N=NC(=CC1)N1CCC(CC1)CN1CCNCC1)C N-((1R,4R)-4-((3-Chloro-4-cyanophenyl)(methyl)amino)cyclohexyl)-6-(4-(piperazin-1-ylmethyl)piperidin-1-yl)pyridazine-3-carboxamide TFA Salt